6-ethyl-5,5-difluoro-5,6-dihydro-4-pyrimidinone C(C)C1C(C(N=CN1)=O)(F)F